ClC1=C(C=2N(C=N1)N=C(N2)N)OCC(F)(F)F 7-chloro-8-(2,2,2-trifluoroethoxy)-[1,2,4]triazolo[1,5-c]pyrimidin-2-amine